O=C1NC(CCC1N1C(C2=CC=C(C=C2C1=O)OCCCCCCC1=NC=C(C=C1)OC1CC(C1)OC1=NC=C(C=C1)C=1C=CC=2C3=C(N(C2C1)C)C=CN=C3)=O)=O 2-(2,6-dioxopiperidin-3-yl)-5-((6-(5-((1r,3r)-3-((5-(5-methyl-5H-pyrido[4,3-b]indol-7-yl)pyridin-2-yl)oxy)cyclobutoxy)pyridin-2-yl)hexyl)oxy)isoindoline-1,3-dione